methyl (E)-3-(5,7-difluoro-2-(4-fluorophenyl-2,3,5,6-d4)-1H-indol-3-yl)acrylate FC=1C=C2C(=C(NC2=C(C1)F)C1=C(C(=C(C(=C1[2H])[2H])F)[2H])[2H])/C=C/C(=O)OC